FC1(CCN(CCC1)C1=NC(=NC(=C1C(=O)NC=1C=C(C=CC1)[S@@](=O)(C)=NC(OC(C)(C)C)=O)C)C(F)(F)F)F tert-butyl (S)-((3-(4-(4,4-difluoroazepan-1-yl)-6-methyl-2-(trifluoromethyl)pyrimidine-5-carboxamido)phenyl)(methyl)(oxo)-λ6-sulfaneylidene)carbamate